ditolyl-trinitroethoxysilane C1(=C(C=CC=C1)[SiH](OCC([N+](=O)[O-])([N+](=O)[O-])[N+](=O)[O-])C1=C(C=CC=C1)C)C